(S)-2-(4-chlorophenyl)-2-(1-(2-(methoxymethyl)pyrrolidine-1-carbonyl)piperidin-4-ylidene)acetonitrile ClC1=CC=C(C=C1)C(C#N)=C1CCN(CC1)C(=O)N1[C@@H](CCC1)COC